BrC1=C(C=CC=C1F)F 1-bromo-2,6-difluorobenzene